ClC=1C=CC(=C(C1)S(=O)(=O)NC1=CC=2C(NC(COC2N=C1)C=1C=NC=CC1)=O)OC 5-chloro-2-methoxy-N-[5-oxo-3-(pyridin-3-yl)-2,3,4,5-tetrahydropyrido[3,2-f][1,4]oxazepin-7-yl]benzenesulfonamide